ClC=1C=CN=C2C=CC(=NC12)C 8-chloro-2-methyl-1,5-naphthyridine